acrylic acid 2-ethoxyethyl ester C(C)OCCOC(C=C)=O